3-(6-fluoro-1-oxo-5-piperazin-1-yl-isoindolin-2-yl)piperidine-2,6-dione FC1=C(C=C2CN(C(C2=C1)=O)C1C(NC(CC1)=O)=O)N1CCNCC1